FC1(CC=2N(N=C(C2C2CCC3(CCCOC3)CC2)CN(CCNC)C)C1)F N1-((5,5-difluoro-3-((6s,9s)-2-oxaspiro[5.5]undecan-9-yl)-5,6-dihydro-4H-pyrrolo[1,2-b]pyrazol-2-yl)methyl)-N1,N2-dimethylethane-1,2-diamine